N[C@H]1CS(C2=C(N(C1=O)CC1=CC=C(C=C1)Cl)C=C(C(=C2)F)C2=NOC(=N2)C=2C=NC(=CC2C)C)(=O)=O (3R)-3-amino-5-[(4-chlorophenyl)methyl]-7-[5-(4,6-dimethyl-3-pyridyl)-1,2,4-oxadiazol-3-yl]-8-fluoro-1,1-dioxo-2,3-dihydro-1λ6,5-benzothiazepin-4-one